3-(3,4-dihydroquinolin-1(2H)-yl)-1-(4-methylpiperidin-1-yl)propan-1-one N1(CCCC2=CC=CC=C12)CCC(=O)N1CCC(CC1)C